(methoxymethyl)-triphenylphosphine chloride [Cl-].COCC1=C(C=CC=C1)P(C1=CC=CC=C1)C1=CC=CC=C1